[4-(1-hydroxy-prop-2-ynyl)-4-methyl-piperidin-1-yl]-ethanone OC(C#C)C1(CCN(CC1)C(C)=O)C